3-((Z-2-(2-chloro-3,4-dihydroxyphenyl)-2-(hydroxyimino)acetamido)-2-oxoimidazolidin-1-yl)-7-oxo-4-thia-1-azabicyclo[3.2.0]heptane-3-carboxylate ClC1=C(C=CC(=C1O)O)/C(/C(=O)NN1C(N(CC1)C1(CN2C(CC2S1)=O)C(=O)[O-])=O)=N/O